2-(1-(N-(2-(benzyloxy)ethyl)-4,5,6,7-tetrahydro-1H-pyrazolo[4,3-c]pyridine-3-carboxamido)cyclopropyl)ethyl benzoate dihydrochloride Cl.Cl.C(C1=CC=CC=C1)(=O)OCCC1(CC1)N(C(=O)C1=NNC2=C1CNCC2)CCOCC2=CC=CC=C2